N(=[N+]=[N-])C(C)(C1CC1)C1=CN=C(C2=CN=C(C=C12)Cl)O[C@@H]1C[C@@H](C1)S(=O)(=O)C 4-(1-azido-1-cyclopropylethyl)-6-chloro-1-(cis-3-(methylsulfonyl)cyclobutoxy)-2,7-naphthyridine